BrC1=CC(=C(C(=C1)C(F)(F)F)SC1=C(C(=O)OC)C=CC=C1)C=O methyl 2-{[4-bromo-2-formyl-6-(trifluoromethyl)phenyl]sulfanyl}benzoate